ClC=1C=C(C=2N(N1)C=CN2)[C@@H]2[C@H](C2)C2=CC1=C(C=N2)N=C(N1CC(F)(F)F)C(F)(F)F 6-((1S,2S)-2-(6-chloroimidazo[1,2-b]pyridazin-8-yl)cyclopropyl)-1-(2,2,2-trifluoroethyl)-2-(trifluoromethyl)-1H-imidazo[4,5-c]pyridine